1-(oxan-2-yl)-5-(4,4,5,5-tetramethyl-1,3,2-dioxaborolan-2-yl)pyrazole O1C(CCCC1)N1N=CC=C1B1OC(C(O1)(C)C)(C)C